COC1=CC(=C(C=C1)[C@@H]2COC3=C(C2O)C=CC(=C3)O)O The molecule is a 7,2'-dihydroxy-4'-methoxyisoflavanol that has R configuration at position 3. It is an aromatic ether, a secondary alcohol, a member of hydroxyisoflavans, a methoxyisoflavan and a 7,2'-dihydroxy-4'-methoxyisoflavanol. It is a conjugate base of a (3R)-7,2'-dihydroxy-4'-methoxyisoflavanol 4-oxonium cation. It derives from a hydride of a (R)-isoflavan.